N(=[N+]=[N-])CCOCCOCCOCCOCCOCCOCCOCCOCCNC(CBr)=O N-(26-azido-3,6,9,12,15,18,21,24-octaoxahexacosyl)-2-bromoacetamide